ClC1=C(C(=NC=N1)N1[C@@H](COCC1)C)[N+](=O)[O-] (R)-4-(6-chloro-5-nitropyrimidin-4-yl)-3-methylmorpholine